3-[[6-[3-(Difluoromethyl)-4-fluoro-phenyl]pyrazolo[4,3-b]pyridin-1-yl]methyl]-5-fluoro-benzonitrile FC(C=1C=C(C=CC1F)C=1C=C2C(=NC1)C=NN2CC=2C=C(C#N)C=C(C2)F)F